1-(2,2-difluoroethyl)-6-(3-(((3-methylpyrazin-2-yl)oxy)methyl)piperidin-1-yl)-1H-pyrazolo[3,4-b]pyrazine FC(CN1N=CC=2C1=NC(=CN2)N2CC(CCC2)COC2=NC=CN=C2C)F